C(C)N(C(CC#N)=O)CC N,N-diethyl-2-cyanoacetamide